C(=CCCC)O[Si]([O-])([O-])[O-] pentenylorthosilicate